Natrium cycloprop-2-en-1-ylacetat C1(C=C1)CC(=O)[O-].[Na+]